FCCOC=1C=C(C=NC1)NC(=O)C1=NC2=NC=3C=C(C=CC3N2C=C1)OC N-[5-(2-fluoroethoxy)pyridin-3-yl]-5-methoxy-1,8,10-triazatricyclo[7.4.0.02,7]trideca-2(7),3,5,8,10,12-hexaene-11-carboxamide